S1C(=NC2=C1C=CC=C2)C2=C(C=CC(=C2)OC)O 2-(benzo[d]thiazol-2-yl)-4-methoxyphenol